NCCCC(=O)NC1=CC(=C(C(=O)OC)C=C1)C#CC(C(=O)N)N methyl 4-(4-aminobutanamido)-2-(3,4-diamino-4-oxobut-1-yn-1-yl)benzoate